2,6-dichloro-3,4,5-trimethoxybenzoylphosphine oxide ClC1=C(C(=O)[PH2]=O)C(=C(C(=C1OC)OC)OC)Cl